C([C@H](C(=O)O)N)ONC(=O)N The molecule is a serine derivative that is D-serine in which the hydroxyl hydrogen is replaced by a ureido group. It has a role as a metabolite. It is a member of ureas, a D-serine derivative and a D-alpha-amino acid. It is a tautomer of an O-ureido-D-serine zwitterion.